FC=1C=C(CN2CCC(CC2)N)C=CC1OC 1-(3-fluoro-4-methoxybenzyl)piperidin-4-amine